ethyl 2-(4-fluorophenyl)-4,6-diphenylnicotinate FC1=CC=C(C=C1)C1=C(C(=O)OCC)C(=CC(=N1)C1=CC=CC=C1)C1=CC=CC=C1